N-methylcarbamic acid dodecyl ester C(CCCCCCCCCCC)OC(NC)=O